C(#N)C1=CC(=C(C(=C1)F)C=1N=C2N(C=CC(=C2)C)C1C[C@H]1CN(CCO1)C(=O)OC)F methyl (S)-2-((2-(4-cyano-2,6-difluorophenyl)-7-methylimidazo[1,2-a]pyridin-3-yl)methyl)morpholine-4-carboxylate